Cl.N1=C(N=CC=C1)CCN 2-pyrimidineethylamine hydrochloride